O[C@@H]1[C@H](O[C@H]([C@@H]1O)N1C2=NC(=NC(=C2N=C1)NC([2H])([2H])[2H])C=1C=NC=C(C1)C)C(=O)NC([2H])([2H])[2H] (2S,3S,4R,5R)-3,4-Dihydroxy-N-(methyl-d3)-5-(6-((methyl-d3)-amino)-2-(5-methylpyridine-3-yl)-9H-purin-9-yl)tetrahydrofuran-2-carboxamide